FC(C(=O)O)(C(C(C(F)(F)F)(F)F)(F)F)F 2,2,3,3,4,4,5,5,5-nonafluorovaleric acid